(4-amino-7-fluoroimidazo[1,5-a]quinoxalin-8-yl)((3R,4aS,9bS)-3-methyl-7-(trifluoromethyl)-3,4,4a,9b-tetrahydrobenzofuro[3,2-b]pyridin-1(2H)-yl)methanone NC=1C=2N(C3=CC(=C(C=C3N1)F)C(=O)N1[C@@H]3[C@H](C[C@H](C1)C)OC1=C3C=CC(=C1)C(F)(F)F)C=NC2